C1NCC12[C@@H](CC2)NC2=NC=C(C(=N2)C2=CNC1=C(C(=CC=C21)C#N)P(=O)(C)C)C(F)(F)F (R)-3-(2-((2-azaspiro[3.3]heptan-5-yl)amino)-5-(trisFluoromethyl)pyrimidin-4-yl)-7-(dimethylphosphoryl)-1H-indole-6-carbonitrile